N1(CCNCCC1)C(=O)OCC ethyl 1,4-diazepane-1-carboxylate